boron-cobalt-zinc [Zn].[Co].[B]